O=C1NC(C2(CN(C2)C(=O)OC(C)(C)C)C1)C(=O)OCC 2-(tert-butyl) 5-ethyl 7-oxo-2,6-diazaspiro[3.4]octane-2,5-dicarboxylate